(S)-4-(3-(4,7-difluoro-3,3-dimethyl-2-oxo-5-(trifluoromethyl)indolin-1-yl)-2-oxopyrrolidin-1-yl)butanoic acid FC1=C2C(C(N(C2=C(C=C1C(F)(F)F)F)[C@@H]1C(N(CC1)CCCC(=O)O)=O)=O)(C)C